tricosyl chloride C(CCCCCCCCCCCCCCCCCCCCCC)Cl